((R)-4-phenyl-1-((R)-2-(pyrazine-2-carboxamido)-3-(thiazol-2-yl)propanamido)butyl)boronic acid C1(=CC=CC=C1)CCC[C@H](NC([C@@H](CC=1SC=CN1)NC(=O)C1=NC=CN=C1)=O)B(O)O